Tribenzyl-phenol C(C1=CC=CC=C1)C1=C(C(=C(C=C1)O)CC1=CC=CC=C1)CC1=CC=CC=C1